ClC=1C=CC(=C(C1)C1=CC(=C(N=N1)C)NC1=CC(=NC=C1)NC(=O)CN1CCN(CC1)C(=O)OC(C)(C)C)F tert-butyl 4-{[(4-{[6-(5-chloro-2-fluorophenyl)-3-methylpyridazin-4-yl]amino}pyridin-2-yl)carbamoyl]methyl}piperazine-1-carboxylate